N-(5-(5-methylfuran-2-yl)-6-(4-methylquinazolin-6-yl)-1,2,4-triazin-3-yl)-[1,4'-bipiperidin]-1'-carboxamide CC1=CC=C(O1)C=1N=C(N=NC1C=1C=C2C(=NC=NC2=CC1)C)NC(=O)N1CCC(CC1)N1CCCCC1